ClC1=CC(=NC=N1)NCC=1N=C2N(C=C(C=C2N2C(N(C(C2)=O)C)=O)C2CC2)C1 1-(2-(((6-chloropyrimidin-4-yl)amino)methyl)-6-cyclopropylimidazo[1,2-a]pyridin-8-yl)-3-methylimidazolidine-2,4-dione